4,4'-oxybisbenzenimine O(C1=CCC(C=C1)=N)C1=CCC(C=C1)=N